N-cyclopropyl-2-(difluoromethoxy)-4-[7-(1-fluoro-1-methyl-ethyl)imidazo[1,2-a]pyridin-3-yl]-6-methoxybenzamide ethyl-6-bromoimidazo[1,2-a]pyridine-2-carboxylate C(C)OC(=O)C=1N=C2N(C=C(C=C2)Br)C1.C1(CC1)NC(C1=C(C=C(C=C1OC)C1=CN=C2N1C=CC(=C2)C(C)(C)F)OC(F)F)=O